Dimethacryloxy-4,4'-oxydiphthalic acid C(C(=C)C)(=O)OC1=C(C(=C(C(C(=O)O)=C1)C(=O)O)OC(C(=C)C)=O)OC=1C=C(C(C(=O)O)=CC1)C(=O)O